NC1=CC=C(C(=O)NCCCCN2C(=NC=3C(=NC=4C=CC=CC4C32)N)CC)C=C1 4-Amino-N-(4-(4-amino-2-ethyl-1H-imidazo[4,5-c]quinolin-1-yl)butyl)benzamide